allyl-N-(2-formylphenyl)-4-methylbenzenesulfonamide C(C=C)C1=C(C=CC(=C1)C)S(=O)(=O)NC1=C(C=CC=C1)C=O